BrC1=C(C=C2C(C3=CC(=C(C=C3C2)O)O)=O)C=CC(=C1)C(F)(F)F 2-(2-bromo-4-(trifluoromethyl)benzylidene)-5,6-dihydroxy-2,3-dihydro-1H-inden-1-one